C[C@@H]1CC[C@H]([C@@H](C1)/C(/C(=O)O)=C\C1=CC=CC=C1)C(C)C.C(C=CC1=CC=CC=C1)(=O)OC1CC(CCC1C(C)C)C menthyl cinnamate ((1R,2S,5R)-5-Methyl-2-(1-methylethyl)cyclohexyl (2E)-3-phenyl-2-propenoate)